N(=[N+]=[N-])CC(=O)N[C@@H]1C(OC(C)=O)O[C@@H]([C@H]([C@@H]1OC(C)=O)OC(C)=O)COP(=O)(OC1=CC=CC=C1)N[C@@H](C)C(=O)OCC(CC)CC acetyl 2-(2-azidoacetylamino)-2-deoxy-3,4-di-O-acetyl-6-O-(((S)-1-(2-ethyl-butoxy) carbonylethylamino) (phenoxy) phosphoryl)-D-mannopyranoside